N-{(1S)-1-cyano-2-[(3S)-2-oxopyrrolidin-3-yl]ethyl}-N2-[(4,5-dichloro-1H-pyrazol-3-yl)carbonyl]-4-methyl-L-leucinamide C(#N)[C@H](C[C@H]1C(NCC1)=O)NC([C@@H](NC(=O)C1=NNC(=C1Cl)Cl)CC(C)(C)C)=O